COC(=O)C1=C(C=C2C3(C(N(C2=C1)C)=O)CC3)N 5'-amino-1'-methyl-2'-oxospiro[cyclopropane-1,3'-indoline]-6'-carboxylic acid methyl ester